tert-butyl ((1R,3S)-3-((5-methyl-4-(4,5,6,7-tetrahydropyrazolo[1,5-a]pyridin-3-yl)pyridin-2-yl)carbamoyl)cyclohexyl)carbamate CC=1C(=CC(=NC1)NC(=O)[C@@H]1C[C@@H](CCC1)NC(OC(C)(C)C)=O)C=1C=NN2C1CCCC2